CC(C(=O)[O-])(CCCCCCCC)C.[Nd+3].CC(C(=O)[O-])(CCCCCCCC)C.CC(C(=O)[O-])(CCCCCCCC)C Neodymium (2,2-dimethyldecanoate)